1-(4-methoxybenzyl)-3-(pyridin-2-yl)-1H-pyrazol-5-amine COC1=CC=C(CN2N=C(C=C2N)C2=NC=CC=C2)C=C1